C1(CC1)C1=NC=NC(=C1C=1N=CC2=C(N1)N(C(C(=C2)C=2N(N=CC2C)C)=O)CC2=CC=C(C=C2)C=2N(C=C(N2)C(F)(F)F)C(C)C)OC 2-(4-cyclopropyl-6-methoxypyrimidin-5-yl)-6-(2,4-dimethylpyrazol-3-yl)-8-({4-[1-isopropyl-4-(trifluoromethyl)imidazol-2-yl]phenyl}methyl)pyrido[2,3-d]pyrimidin-7-one